N1(CCOCC1)C1=CC=C(C=N1)C=CC1=NNC2=CC(=CC=C12)C1=NC(=NC=C1)N 5-trans-4-(3-(2-(6-morpholinylpyridin-3-yl)vinyl)-1H-indazol-6-yl)pyrimidin-2-amine